1-Methyl-4-[(3,3,4-trimethyl-1,1-dioxido-2,3-dihydro-1-benzothiophen-5-yl)carbonyl]-1H-pyrazol-5-yl propan-1-sulfonat C(CC)S(=O)(=O)OC1=C(C=NN1C)C(=O)C=1C=CC2=C(C(CS2(=O)=O)(C)C)C1C